2-(8-bromo-[1,2,4]triazolo[1,5-a]pyridin-5-yl)-1,1-difluoropropan-2-ol BrC=1C=2N(C(=CC1)C(C(F)F)(C)O)N=CN2